2-bromo-4-oxo-4,5,6,7-tetrahydropyrazolo[1,5-a]pyridin BrC1=NN2C(C(CCC2)=O)=C1